3-(5-((8-benzhydryl-3,8-diazabicyclo[3.2.1]oct-3-yl)methyl)-6-fluoro-1-oxoisoindolin-2-yl)piperidine-2,6-dione C(C1=CC=CC=C1)(C1=CC=CC=C1)N1C2CN(CC1CC2)CC=2C=C1CN(C(C1=CC2F)=O)C2C(NC(CC2)=O)=O